(3s,4s)-4-amino-3-fluoro-piperidine-1-carboxylic acid tert-butyl ester C(C)(C)(C)OC(=O)N1C[C@@H]([C@H](CC1)N)F